C(C#CC)C1NCCC2=CC(=CC=C12)NC1=NC=C(C(=N1)C=1C=NN(C1)C(C)C)C (2-butynyl)-N-(4-(1-isopropyl-1H-pyrazol-4-yl)5-methylpyrimidin-2-yl)-1,2,3,4-tetrahydroisoquinolin-6-amine